isononyl vaccenate C(CCCCCCCCC\C=C\CCCCCC)(=O)OCCCCCCC(C)C